ClC=1C=C2C(=CC=NC2=CC1C1=C(C=CC=C1C)C)N1[C@H](CN(CC1)C1=C(C(=C(C(=C1SC)F)F)F)F)C (S)-6-chloro-7-(2,6-dimethylphenyl)-4-(2-methyl-4-(2,3,4,5-tetrafluoro-6-(methyl-thio)phenyl)piperazin-1-yl)quinoline